ClC1=CC=C(C=C1)C#CCOC1=C(C=C(C=C1)CC[N-]C(C(C(C)C)S(=O)(=O)C)N)OC N-(2-(4-[3-(4-chlorophenyl)prop-2-ynyloxy]-3-methoxyphenyl)ethyl)-2-methanesulfonyl-amino-3-methyl-Butylamide